2-(9-phenyl-9H-carbazol-3-yl)-9H-thioxanthen-9-one-10,10-dioxide C1(=CC=CC=C1)N1C2=CC=CC=C2C=2C=C(C=CC12)C1=CC=2C(C3=CC=CC=C3S(C2C=C1)(=O)=O)=O